C(CC(=O)[O-])(=O)OC(C)(C)OC=1C=CC(=C2C=CC=NC12)Cl (5-chloro-8-quinolinyloxy)-methylethyl malonate